C(C)OC(C(C(C)=O)N1CCN(CC1)C(=O)OC(C)(C)C)=O tert-butyl 4-(1-ethoxy-1,3-dioxobutan-2-yl)piperazine-1-carboxylate